COC(C1=C(C=CC(=C1)\C=C\C(=O)N1C(C(=CCC1)Cl)=O)OC)=O (E)-Methyl-5-(3-(3-chloro-2-oxo-5,6-dihydropyridin-1(2H)-yl)-3-oxoprop-1-en-1-yl)-2-methoxybenzoate